4-chloro-2-(prop-2-yn-1-oxy)benzoic acid, Methyl ester ClC1=CC(=C(C(=O)OC)C=C1)OCC#C